OCC1(CN(C1)C(=O)C1=CC=C(C2=C1OCCO2)NC=2N=C(C1=C(N2)NC=C1C#N)N[C@H](C)CC)CO (R)-2-((8-(3,3-bis(hydroxy-methyl)azetidine-1-carbonyl)-2,3-dihydrobenzo[b][1,4]dioxin-5-yl)amino)-4-(sec-butylamino)-7H-pyrrolo[2,3-d]pyrimidine-5-carbonitrile